3,3,4,4,5,5,6,6-octafluoro-1,7-octadiene FC(C=C)(C(C(C(C=C)(F)F)(F)F)(F)F)F